5-Chloro-4-(6,8-difluoro-2-(((2R,7aS)-2-fluorotetrahydro-1H-pyrrolizin-7a(5H)-yl)methoxy)-4-((S)-1-oxa-6-azaspiro[3.5]nonan-6-yl)quinazolin-7-yl)-6-fluoronaphthalen-2-ol ClC1=C2C(=CC(=CC2=CC=C1F)O)C1=C(C=C2C(=NC(=NC2=C1F)OC[C@]12CCCN2C[C@@H](C1)F)N1C[C@@]2(CCO2)CCC1)F